spiro[piperidine-4,2'-quinolin]-4'(3'H)-one N1C2(CC(C3=CC=CC=C13)=O)CCNCC2